C(C)(C)(C)OOC(C)(CCCCCC)OOC(C)(C)C 2,2-bis-t-butylperoxyoctane